N[C@@H](CC1=CNC=N1)C(=O)N[C@@H](CC1=CC=C(C=C1)O)C(=O)O histidyl-tyrosine